C(C)(C)C1=C(C(=CC(=C1)[N+](=O)[O-])C(C)C)CC(=N)C1=NC=CC=C1 (2,6-diisopropyl-4-nitrophenyl)-1-(pyridin-2-yl)ethane-1-imine